CN1CCN(CC1)CCOC1=CC=C(C=C1)C1=CC(=NC(=N1)N)N 6-(4-(2-(4-methylpiperazin-1-yl)ethoxy)phenyl)pyrimidine-2,4-diamine